4-fluoro-3-(N-(4-(4,4,5,5-tetramethyl-1,3,2-dioxaborolan-2-yl)benzyl)sulfamoyl)-N-(3,4,5-trifluorophenyl)benzamide FC1=C(C=C(C(=O)NC2=CC(=C(C(=C2)F)F)F)C=C1)S(NCC1=CC=C(C=C1)B1OC(C(O1)(C)C)(C)C)(=O)=O